N1=CC(=CC=C1)[C@H]1[C@@H](C1)N[C@@H]1CC[C@@H](CC1)N (cis)-N1-((1R,2S)-2-(pyridin-3-yl)cyclopropyl)cyclohexane-1,4-diamine